tert-butyl 4-[3-[4-[2-(2,6-dioxo-3-piperidyl)-1-oxo-isoindolin-5-yl]-3-fluoro-1-piperidyl]cyclobutoxy]piperidine-1-carboxylate O=C1NC(CCC1N1C(C2=CC=C(C=C2C1)C1C(CN(CC1)C1CC(C1)OC1CCN(CC1)C(=O)OC(C)(C)C)F)=O)=O